FC(OC1=C(C(=O)NCC)C(=CC(=C1)C1=CN=C2N1C=CC(=C2)C=2C=NN(C2)C2CCN(CC2)C)OC)F 2-(difluoromethoxy)-N-ethyl-6-methoxy-4-[7-[1-(1-methyl-4-piperidyl)pyrazol-4-yl]imidazo[1,2-a]pyridin-3-yl]benzamide